ClC1=C(C(=CC=C1)Cl)C1=CC2=C(N=C(N=C2)SC)NC1=O 6-(2,6-dichlorophenyl)-2-(methylthio)pyrido[2,3-d]Pyrimidin-7(8H)-one